N-(5-((2-(3,3-difluoropyrrolidin-1-yl)ethyl)carbamoyl)-2-methylpyridin-3-yl)-2-(1-methyl-1H-pyrazol-4-yl)pyrazolo[5,1-b]thiazole-7-carboxamide FC1(CN(CC1)CCNC(=O)C=1C=C(C(=NC1)C)NC(=O)C=1C=NN2C1SC(=C2)C=2C=NN(C2)C)F